CCCCCC/C=C/C=C\\C/C=C\\CCCCC(=O)SCCNC(=O)CCNC(=O)[C@@H](C(C)(C)COP(=O)([O-])OP(=O)([O-])OC[C@@H]1[C@H]([C@H]([C@@H](O1)N2C=NC3=C(N=CN=C32)N)O)OP(=O)([O-])[O-])O The molecule is an octadecatrienoyl-CoA(4-) arising from deprotonation of the phosphate and diphosphate OH groups of (6Z,9Z,11E)-octadecatrienoyl-CoA; major species at pH 7.3. It is a conjugate base of a (6Z,9Z,11E)-octadecatrienoyl-CoA.